(S)-2-((1-methylpyrrolidin-2-yl)methoxy)-4-(piperazin-1-yl)-7-(4-(trifluoromethyl)phenyl)-7H-pyrrolo[2,3-H]quinazoline trifluoroacetate salt FC(C(=O)O)(F)F.CN1[C@@H](CCC1)COC1=NC2=C3C(=CC=C2C(=N1)N1CCNCC1)N(C=C3)C3=CC=C(C=C3)C(F)(F)F